(2R)-1-[(4aR,8aS)-3,4,4a,5,6,7,8,8a-Octahydro-2H-quinolin-1-yl]-2-[cyclopropyl-[(2,4-dimethoxyphenyl)methyl]amino]-4-hydroxy-butan-1-one N1(CCC[C@H]2CCCC[C@H]12)C([C@@H](CCO)N(CC1=C(C=C(C=C1)OC)OC)C1CC1)=O